FC1=CC=C(C=C1)N(C(OC1=C(C=C(C=C1C(F)(F)F)C(F)(F)F)N1C(N(CC1)CCN1CCOCC1)=O)=O)C.OC(CCNCCCCN)C N-(3-hydroxybutyl) tetramethylenediamine 2-(3-(2-morpholinoethyl)-2-oxoimidazolidin-1-yl)-4,6-bis(trifluoromethyl)phenyl (4-fluorophenyl)(methyl)carbamate